C(=C)C1=CC(=CC2=CC(=CC=C12)C)C=C 1,3-divinyl-6-methyl-naphthalene